4-(2-chloroquinazolin-4-yl)-3,4-dihydro-2H-benzo[b][1,4]oxazine ClC1=NC2=CC=CC=C2C(=N1)N1C2=C(OCC1)C=CC=C2